trans-N-(3-(2,6-dimethoxyphenyl)-1-((2-(trimethylsilyl)ethoxy)methyl)-1H-pyrrolo[2,3-b]pyridin-6-yl)-2-((4-methylpiperazin-1-yl)methyl)cyclopropane-1-carboxamide COC1=C(C(=CC=C1)OC)C1=CN(C2=NC(=CC=C21)NC(=O)[C@H]2[C@@H](C2)CN2CCN(CC2)C)COCC[Si](C)(C)C